4'-[1,4-phenylenebis(oxy)]Bis[3-(trifluoromethyl)aniline] C1(=CC=C(C=C1)ONC1=CC(=CC=C1)C(F)(F)F)ONC1=CC(=CC=C1)C(F)(F)F